1-methyl-3,5-diphenyl-4,5-dihydro-1H-pyrazole CN1N=C(CC1C1=CC=CC=C1)C1=CC=CC=C1